tert-butyl N-methyl-N-(2-methylsulfonylethyl)carbamate CN(C(OC(C)(C)C)=O)CCS(=O)(=O)C